(2,6-Dimethoxypyridin-4-yl)methanol COC1=NC(=CC(=C1)CO)OC